C1(CC1)CN=S(=O)(N)C1=CC=C(C=C1)OC1=CC=NC2=CC(=CC=C12)OC N'-(cyclopropylmethyl)-4-((7-methoxyquinolin-4-yl)oxy)benzenesulfonimidamide